FC1=CC=C(C=C1)N1C([C@@H]([C@H]1C1=CC=C(C=C1)O)CC[C@H](O)C1=CC=C(C=C1)F)=O (3R,4S)-1-(4-fluorophenyl)-3-[(3S)-3-(4-fluorophenyl)-3-hydroxypropyl]-4-[4-hydroxyphenyl]-2-azetidinone